2-(4-(phenanthren-9-yl)naphthalen-1-yl)-1,10-phenanthroline C1=CC=CC=2C3=CC=CC=C3C(=CC12)C1=CC=C(C2=CC=CC=C12)C1=NC2=C3N=CC=CC3=CC=C2C=C1